2-((oleoyloxy)methyl)-2-(3-(piperidin-1-yl)propanamido)propane-1,3-diyl dioleate C(CCCCCCC\C=C/CCCCCCCC)(=O)OCC(COC(CCCCCCC\C=C/CCCCCCCC)=O)(NC(CCN1CCCCC1)=O)COC(CCCCCCC\C=C/CCCCCCCC)=O